O1COC2=C1C=CC(=C2)/C=C/C=C/C(=O)N2CCCCC2 (2e,4e)-5-(benzo[d][1,3]dioxol-5-yl)-1-(piperidin-1-yl)pent-2,4-dien-1-one